ethyl 2-(((S)-3-(5-chloro-2-methylphenyl)-5-(3,3-dimethylpyrrolidin-1-yl)pentyl)(methyl)amino)-2-(2-((1r,4S)-4-methoxycyclohexyl)-3-methylphenyl)acetate ClC=1C=CC(=C(C1)[C@H](CCN(C(C(=O)OCC)C1=C(C(=CC=C1)C)C1CCC(CC1)OC)C)CCN1CC(CC1)(C)C)C